(1r,5s)-bicyclo[3.2.0]heptane [C@@H]12CCC[C@H]2CC1